(S)-N-(1-(8-((1-methyl-1H-pyrazol-4-yl)ethynyl)-1-oxo-2-phenyl-1,2-dihydroisoquinolin-3-yl)ethyl)-2-(sulfamoylamino)pyrazolo[1,5-a]pyrimidine-3-carboxamide CN1N=CC(=C1)C#CC=1C=CC=C2C=C(N(C(C12)=O)C1=CC=CC=C1)[C@H](C)NC(=O)C=1C(=NN2C1N=CC=C2)NS(N)(=O)=O